C1(=CC=CC=C1)C#CSCCCC phenyl-(n-butylthio)acetylene